C(CC1=CC=CC=C1)C=1C=C(C=C(C1O)C)C 6-phenethyl-2,4-xylenol